propyl hydrogen sulfate S(=O)(=O)(OCCC)O